ClC1=C(C=CC=C1NC=1N=C2N(C=CC=C2)C1)[C@@]1(CC(N(C(N1)=N)C1CCOCC1)=O)C (6S)-6-[2-Chloro-3-(imidazo-[1,2-a]pyridin-2-ylamino)-phenyl]-2-imino-6-methyl-3-(tetrahydropyran-4-yl)-hexahydropyrimidin-4-one